[Si](C)(C)(C(C)(C)C)O[C@@H]1[C@H](NCC1)CC(=O)OC Methyl 2-((2R,3S)-3-((tert-butyldimethylsilyl)oxy) pyrrolidin-2-yl)acetate